Cl.ClCCCN 3-chloropropylamine hydrochloride